(S)-(5-((2-amino-2,4-dimethylpentyl)oxy)-6-chloro-[2,4'-bipyridinyl]-2'-yl)carbamic acid methyl ester COC(NC1=NC=CC(=C1)C1=NC(=C(C=C1)OC[C@@](CC(C)C)(C)N)Cl)=O